1-(2,3,4,7,8,8a-hexahydro-3,6,8,8-tetramethyl-1H-3a,7-methano-azulen-5-yl)ethan-1-on CC1CCC2C(C3C(=C(CC12C3)C(C)=O)C)(C)C